NC(C(=O)NC1=NC=CC(=C1)C1=CNC2=NC=CC(=C21)OC2=CC=C1CCNCC1=C2)C2=CC=CC=C2 2-Amino-2-phenyl-N-(4-(4-((1,2,3,4-tetrahydroisochinolin-7-yl)oxy)-1H-pyrrolo[2,3-b]pyridin-3-yl)pyridin-2-yl)acetamid